1-(3-fluoro-6,7-dimethoxy-4-quinolyl)indolin-5-amine FC=1C=NC2=CC(=C(C=C2C1N1CCC2=CC(=CC=C12)N)OC)OC